N=1N(C=C2C=CC3=C(C12)C=CC=C3)[C@H]3C=C(C(=O)[O-])O[C@H]([C@@H]3NC(C(F)(F)F)=O)[C@H](O)[C@H](O)CO.[Na+] Sodium 2,6-anhydro-4-(2H-benzo[g]indazol-2-yl)-3,4,5-trideoxy-5-(2,2,2-trifluoroacetamido)-D-glycero-D-galacto-non-2-enonate